(2R,3R,4R,5S)-2-methyl-1-(((R)-1-(3-(trifluoromethyl)pyridin-2-yl)piperidin-3-yl)methyl)piperidine-3,4,5-triol C[C@H]1N(C[C@@H]([C@H]([C@@H]1O)O)O)C[C@@H]1CN(CCC1)C1=NC=CC=C1C(F)(F)F